magnesium chlorite salt Cl(=O)[O-].[Mg+2].Cl(=O)[O-]